BrC(C(O)[N+](=O)[O-])CO 2-bromo-nitropropan-1,3-diol